2-(4-bromo-3-fluorophenyl)-5,6-dichloro-1H-benzo[d]imidazole-4,7-dione BrC1=C(C=C(C=C1)C1=NC2=C(N1)C(C(=C(C2=O)Cl)Cl)=O)F